FC1=CC2=C(N(C(N=C2N2[C@H](CN(CC2)C(C=C)=O)C)=O)C=2C(=NC=CC2C)C(C)C)N=C1C1=C(C=CC(=C1)O)F 6-fluoro-7-(2-fluoro-5-hydroxyphenyl)-1-(4-methyl-2-(2-propanyl)-3-pyridinyl)-4-((2S)-2-methyl-4-(2-propenoyl)-1-piperazinyl)pyrido[2,3-d]pyrimidin-2(1H)-one